trimethylphenyl-ammonium terephthalate C(C1=CC=C(C(=O)[O-])C=C1)(=O)[O-].C[N+](C1=CC=CC=C1)(C)C.C[N+](C)(C)C1=CC=CC=C1